Cl.N[C@@H]1CN(CC1)C=1C=2CCCCC2N=C2C=CC(=CC12)C1=CC(=NC=C1)C1(CCCCC1)C(=O)N (4-{9-[(3S)-3-Aminopyrrolidin-1-yl]-5,6,7,8-tetrahydroacridin-2-yl}pyridin-2-yl)cyclohexanecarboxamide hydrochloride